methyl (2S,5R)-5-(4-((2-fluorobenzyl)oxy)phenyl)pyrrolidine-2-carboxylate FC1=C(COC2=CC=C(C=C2)[C@H]2CC[C@H](N2)C(=O)OC)C=CC=C1